3-[1-oxo-5-(4-phenylquinolin-2-yl)-2,3-dihydro-1H-isoindol-2-yl]piperidine-2,6-dione O=C1N(CC2=CC(=CC=C12)C1=NC2=CC=CC=C2C(=C1)C1=CC=CC=C1)C1C(NC(CC1)=O)=O